5-(5-(3-benzyl-1-((2,4-difluorophenyl)sulfonyl)pyrrolidin-3-yl)-6-methyl-1H-indazol-1-yl)-1-methylpyridin-2(1H)-one C(C1=CC=CC=C1)C1(CN(CC1)S(=O)(=O)C1=C(C=C(C=C1)F)F)C=1C=C2C=NN(C2=CC1C)C=1C=CC(N(C1)C)=O